(1S,4aS,8aS)-5,5,8a-trimethyl-1-((((trimethylsilyl)oxy)methoxy)methyl)octahydronaphthalen-2(1H)-one CC1([C@@H]2CCC([C@@H]([C@]2(CCC1)C)COCO[Si](C)(C)C)=O)C